iron tetraphosphorus [P].[P].[P].[P].[Fe]